C=12C=3C=CN=C(OCC(NCCCOC=4C=CC(NN1)=C2C4)=O)N3 7,14-dioxa-5,10,19,20,23-pentaazatetracyclo[13.5.2.12,6.018,21]tricosa-1(20),2(23),3,5,15(22),16,18(21)-heptaen-9-one